(E)-6-(6-(4-(1-(4-(dimethylamino)but-2-enoyl)-3-fluoroazetidine-3-carbonyl)piperazin-1-yl)-2-methylpyridin-3-yl)-4-methoxypyrazolo[1,5-a]pyridine-3-carbonitrile CN(C/C=C/C(=O)N1CC(C1)(C(=O)N1CCN(CC1)C1=CC=C(C(=N1)C)C=1C=C(C=2N(C1)N=CC2C#N)OC)F)C